1-[1-[rac-(2R)-2-[[4-(2,6-dichloro-4-fluoro-phenyl)-7-quinolyl]oxy]propanoyl]-3-piperidyl]cyclopropanecarboxylic acid ClC1=C(C(=CC(=C1)F)Cl)C1=CC=NC2=CC(=CC=C12)O[C@@H](C(=O)N1CC(CCC1)C1(CC1)C(=O)O)C |r|